P(O)(O)OC1=C(C=C(C=C1CCCC)CCCC)CCCC 2,4,6-tributylphenol phosphite